2-(2-(benzyloxy)-3-fluorophenyl)-3-(4-(4-(dibutoxymethyl)piperidin-1-yl)-5-fluoro-2-methoxyphenyl)-7-oxa-2-azaspiro[3.5]nonan-1-one C(C1=CC=CC=C1)OC1=C(C=CC=C1F)N1C(C2(C1C1=C(C=C(C(=C1)F)N1CCC(CC1)C(OCCCC)OCCCC)OC)CCOCC2)=O